CC(C(=O)OCC(COC(C(CCCCC)(C)C)=O)O)(CCCCC)C 2-Hydroxypropane-1,3-diyl bis(2,2-dimethylheptanoate)